(S)-1-(2-(3-acetyl-5-(naphthalen-2-yl)-1H-indazol-1-yl)acetyl)-N-(6-methylpyridin-2-yl)azetidine-2-carboxamide monolithium silicate [Si]([O-])(O)(O)O.[Li+].C(C)(=O)C1=NN(C2=CC=C(C=C12)C1=CC2=CC=CC=C2C=C1)CC(=O)N1[C@@H](CC1)C(=O)NC1=NC(=CC=C1)C